(4-bromophenyl)-2-oxocyclopentane-1-carboxamide BrC1=CC=C(C=C1)C1(C(CCC1)=O)C(=O)N